tert-butyl (1S,5R)-3-(4,6-dichloro-1,3,5-triazin-2-yl)-3,8-diazabicyclo[3.2.1]octane-8-carboxylate ClC1=NC(=NC(=N1)Cl)N1C[C@@H]2CC[C@H](C1)N2C(=O)OC(C)(C)C